F[C@@H]1[C@H](C2=C(NN=C2C(F)(F)F)C1)OC(C1=CC=CC=C1)=O benzoic acid [(4S,5S)-5-fluoro-3-(trifluoromethyl)-1,4,5,6-tetrahydrocyclopenta[c]pyrazol-4-yl] ester